ethyl 4-((1-methyl-1H-pyrazol-4-yl)ethynyl)thiazole-5-carboxylate CN1N=CC(=C1)C#CC=1N=CSC1C(=O)OCC